4-(furan-3-yl)-6-[3-(3-methylphenyl)-1H-pyrazol-1-yl]-2-[(oxolan-2-yl)methoxy]pyrimidine O1C=C(C=C1)C1=NC(=NC(=C1)N1N=C(C=C1)C1=CC(=CC=C1)C)OCC1OCCC1